6-Bromo-3-ethyl-5-methoxybenzo[d]oxazol-2(3H)-one BrC1=CC2=C(N(C(O2)=O)CC)C=C1OC